FC(C(=O)O)(F)F.FC=1C=C(C=NC1)C1=C(N=C2N(C1=O)C(=CS2)C)C(C)NC2=C1N=CNC1=NC=N2 6-(5-fluoropyridin-3-yl)-3-methyl-7-[1-(9H-purin-6-ylamino)ethyl]-5H-[1,3]thiazolo[3,2-a]pyrimidin-5-one Trifluoroacetic Acid Salt